C(C)(=O)NC1=CC=C(C=C1)C=1C=CC=C2C(N(C=NC12)C(C(=O)NC(C(=O)OC)=C)=C)=O methyl 2-(2-(8-(4-acetamidophenyl)-4-oxoquinazolin-3(4H)-yl)acrylamido)acrylate